2-(2,6-dichloro-4-(2-(methyl(3-hydroxyphenyl)phosphoryl)ethyl)benzamido)propionic Acid ClC1=C(C(=O)NC(C(=O)O)C)C(=CC(=C1)CCP(=O)(C1=CC(=CC=C1)O)C)Cl